2-oxo-spiro[1H-pyrrolo[2,3-b]pyridine-3,6'-5,7-dihydrocyclopenta[b]pyridine]-3'-carboxylic acid O=C1NC2=NC=CC=C2C12CC=1C(=NC=C(C1)C(=O)O)C2